N-(tert-butyl)-3-(2-oxo-2-(pyridin-4-yl)ethyl)isonicotinamide C(C)(C)(C)NC(C1=C(C=NC=C1)CC(C1=CC=NC=C1)=O)=O